4-Amino-5,8-dihydro-5-oxo-8-β-D-ribofuranosyl-pyrido[2,3-d]pyrimidine-6-carboxamide NC=1C2=C(N=CN1)N(C=C(C2=O)C(=O)N)[C@H]2[C@H](O)[C@H](O)[C@H](O2)CO